2-Trans-4-Trans-7-Cis-Decatrienal CC/C=C\C/C=C/C=C/C=O